2-propanyl 4-{(3S,5aR,6R,7R,8aS)-6-[(E,3R)-4-(2,5-difluorophenoxy)-3-hydroxy-1-buten-1-yl]-7-hydroxyoctahydro-2H-cyclopenta[b]oxepin-3-yl}butanoate FC1=C(OC[C@@H](/C=C/[C@H]2[C@@H](C[C@@H]3OC[C@H](CC[C@@H]32)CCCC(=O)OC(C)C)O)O)C=C(C=C1)F